2-(1-methylethyl)-9-oxo-9H-thioxanthenium CC(C)C1=CC=2C(C3=CC=CC=C3[SH+]C2C=C1)=O